(rac)-2-Boc-6-hydroxy-2-azaspiro[3.4]octane C(=O)(OC(C)(C)C)N1CC2(C1)C[C@@H](CC2)O |r|